2-(4,5-Dichloro-6-oxopyridazin-1(6H)-yl)-N-(4-methyl-3-(N-(2-(pyridin-4-yl)ethyl)sulfamoyl)phenyl)acetamide ClC=1C=NN(C(C1Cl)=O)CC(=O)NC1=CC(=C(C=C1)C)S(NCCC1=CC=NC=C1)(=O)=O